2-(3,5-Difluoro-4-(4-(6-(N-isopropylcarbamimidoyl)-1H-benzo[d]imidazol-2-yl)-3-methoxyphenoxy)phenyl)-N-isopropyl-1H-benzo[d]imidazole-6-carboximidamide FC=1C=C(C=C(C1OC1=CC(=C(C=C1)C1=NC2=C(N1)C=C(C=C2)C(NC(C)C)=N)OC)F)C2=NC1=C(N2)C=C(C=C1)C(NC(C)C)=N